N-(5-(2-(((1r,4r)-4-aminocyclohexyl)amino)-8-isopropyl-quinazolin-6-yl)-1-methyl-1H-pyrazol-3-yl)-2-chlorobenzene-sulfonamide NC1CCC(CC1)NC1=NC2=C(C=C(C=C2C=N1)C1=CC(=NN1C)NS(=O)(=O)C1=C(C=CC=C1)Cl)C(C)C